1-(4-Amino-2,6-dimethylphenyl)-N,N-dimethylazetidin-3-amine NC1=CC(=C(C(=C1)C)N1CC(C1)N(C)C)C